FC(C1=NC2=CC=CC=C2C=C1CC)(F)F 1-(2-(trifluoromethyl)quinolin-3-yl)ethane